CS(=O)(=O)C1=CC=C2C(=CNC2=C1)C1=NC(=NC=C1C(F)(F)F)N[C@@H]1CNCCCC1 (S)-N-(4-(6-(methylsulfonyl)-1H-indol-3-yl)-5-(trifluoromethyl)pyrimidin-2-yl)azepan-3-amine